FC1=CC=C(C=C1)NC(C1=C(C=CC=C1)C1=CC=CC=C1)=S N-(4-fluorophenyl)phenylthiobenzamide